C(=C)C1=CC=CC=2NC3=CC=CC=C3C12 4-vinylcarbazole